BrC=1N=C(N(C1C(=O)N(C)C(C(=O)NC)CCO[Si](C)(C)C(C)(C)C)CC1=CC=C(C=C1)Cl)OC1=CC(=CC=C1)OC(F)(F)F 2-(1-[4-Bromo-1-[(4-chlorophenyl)methyl]-2-[3-(trifluoromethoxy)phenoxy]-1H-imidazol-5-yl]-N-methylformamido)-4-[(tert-butyldimethylsilyl)oxy]-N-methylbutanamide